OCC1=NC=2CN(CCC2C=C1)C(=O)OC(C)(C)C tert-Butyl 2-(hydroxymethyl)-6,8-dihydro-5H-1,7-naphthyridine-7-carboxylate